N-(allyloxycarbonyl)-p-toluenesulfonylhistidine C(C=C)OC(=O)N([C@@H](CC1=CNC=N1)C(=O)O)S(=O)(=O)C1=CC=C(C)C=C1